C(C)(C)(C)OC(=O)N1C(C2(CC1)CC=CC2)B2OC(C(O2)(C)C)(C)C (4,4,5,5-tetramethyl-1,3,2-dioxaborolan-2-yl)-2-azaspiro[4.4]non-7-ene-2-carboxylic acid tert-butyl ester